2-(3-bromo-5-fluoro-4-(2-hydroxypropan-2-yl)phenyl)acetonitrile BrC=1C=C(C=C(C1C(C)(C)O)F)CC#N